6-[5-(6-methyl-2-pyridyl)-1H-imidazol-4-yl]-3-[2-(4-piperidyl)-1H-imidazol-5-yl]quinolin-4-ol CC1=CC=CC(=N1)C1=C(N=CN1)C=1C=C2C(=C(C=NC2=CC1)C1=CN=C(N1)C1CCNCC1)O